O.C=C ethylene, hydrate